O.O.C([C@@H](O)[C@@H](O)[C@H](O)[C@H](O)CO)O D-mannitol-dihydrate